N(=[N+]=[N-])[C@@H](C(=O)OCC)[C@@H](C1=CC=CC=C1)O ethyl (2R,3R)-2-azido-3-hydroxy-3-phenylpropionate